C(C)N(CCCNC(=O)C1=CC2=C(N3C(S2)=NC(=C3)C3=CC=C(C=C3)C=O)C=C1)CC N-(3-(diethylamino)propyl)-2-(4-formylphenyl)benzo[d]imidazo[2,1-b]thiazole-7-carboxamide